COC1=CC(=NC(N1)=O)OCC=1C=CC(=C(C#N)C1)OC=1C=NC=C(C1)C(F)(F)F 5-(((6-methoxy-2-oxo-1,2-dihydropyrimidin-4-yl)oxy)methyl)-2-((5-(trifluoromethyl)pyridin-3-yl)oxy)benzonitrile